ClC(C(C(=O)Cl)(C)C)Cl 3,3-dichloro-2,2-dimethylpropionyl chloride